4,4-difluoro-L-Proline FC1(C[C@H](NC1)C(=O)O)F